C1(=CC=CC=C1)CCCCOC methyl phenyl-butyl ether